BrC=1C(=NC(=C(C(=O)OCC)C1)C)Br ethyl 5,6-dibromo-2-methylnicotinate